ClC=1C=2N(C=CC1)C(=NN2)SCCCCOC2=C(OC1=CC=CC=C1C2=O)C2=CC=C(C=C2)F 3-(4-((8-chloro-[1,2,4]triazolo[4,3-a]pyridin-3-yl)thio)butoxy)-2-(4-fluorophenyl)-4H-chromen-4-one